(S)-3-(5-(2-((S)-7-methyl-5,6,7,8-tetrahydro-1,8-naphthyridin-2-yl)ethoxy)-1H-indazol-1-yl)-3-(2-methylpyrimidin-5-yl)propanoic acid C[C@H]1CCC=2C=CC(=NC2N1)CCOC=1C=C2C=NN(C2=CC1)[C@@H](CC(=O)O)C=1C=NC(=NC1)C